C(C)(C)(C)NC1=CC2=C(C=N1)CC1CCC2N1C(=O)NC1=CC(=C(C=C1)Cl)Cl (±)-3-(tert-butylamino)-N-(3,4-dichlorophenyl)-6,7,8,9-tetrahydro-5H-5,8-epiminocyclohepta-[c]pyridine-10-carboxamide